1-[3-(2,4-dichlorophenyl)-1,2,4-oxadiazole-5-yl]Ethylamine ClC1=C(C=CC(=C1)Cl)C1=NOC(=N1)C(C)N